NC1=C(C=2C(=NC=C(C2S1)F)C=1C2=C(C=3C=NC(=NC3C1F)N1C[C@H](CC1)N(C1COCC1)C)COC2)C#N 2-Amino-7-fluoro-4-(5-fluoro-3-((3S)-3-(methyl(tetrahydrofuran-3-yl)amino)pyrrolidin-1-yl)-7,9-dihydrofuro[3,4-f]quinazolin-6-yl)thieno[3,2-c]pyridine-3-carbonitrile